1-[8-Amino-6-(4-ethyl-3-pyridyl)cinnolin-3-yl]-3-(2,2,2-trifluoroethyl)urea NC=1C=C(C=C2C=C(N=NC12)NC(=O)NCC(F)(F)F)C=1C=NC=CC1CC